5-fluoro-4-[3-(hydroxymethyl)-4-methyl-5-oxo-4,5-dihydro-1H-1,2,4-triazol-1-yl]-N-(2-methoxy-4-methylpyridin-3-yl)-2-{[(2S)-1,1,1-trifluoropropan-2-yl]oxy}benzamide FC=1C(=CC(=C(C(=O)NC=2C(=NC=CC2C)OC)C1)O[C@H](C(F)(F)F)C)N1N=C(N(C1=O)C)CO